N-(3-chloro-2-methyl-phenyl)-4-[[3-(1,4-dioxan-2-ylmethoxy)-4-pyridyl]methylamino]-6-oxo-2,3-dihydro-1H-pyridine-5-carbothioamide ClC=1C(=C(C=CC1)NC(=S)C1=C(CCNC1=O)NCC1=C(C=NC=C1)OCC1OCCOC1)C